Cl.O=S1CCN(CC1)C=1N=C(C2=C(C=NNC2=O)N1)NC1=CC=C(C=C1)CN1CCNCC1 2-(1-oxidothiomorpholino)-4-((4-(piperazin-1-ylmethyl)phenyl)amino)pyrimido[4,5-d]pyridazin-5(6H)-one hydrochloride